3-((14-((2,4-dinitrophenyl)amino)-4-oxo-6,9,12-trioxa-3-azatetradecyl)oxy)propenamide [N+](=O)([O-])C1=C(C=CC(=C1)[N+](=O)[O-])NCCOCCOCCOCC(NCCOC=CC(=O)N)=O